ClC=1C=C(C(=NC1)N1CC(N(C2(CC(C2)C(=O)N)C1=O)CC1=CC=C(C=C1)Cl)=O)F (2s,4s)-8-(5-chloro-3-fluoropyridin-2-yl)-5-(4-chlorobenzyl)-6,9-dioxo-5,8-diazaspiro[3.5]nonane-2-carboxamide